FC(C(=O)O)(F)F.S1C(=NC=C1)NC(C)=O N-(thiazol-2-yl)acetamide 2,2,2-trifluoroacetate